4-bromo-2-fluoro-N-methoxy-N-methylbenzamide BrC1=CC(=C(C(=O)N(C)OC)C=C1)F